C(C)(C)(C)OC(=O)N1C[C@@H]([C@H](C1)COS(=O)(=O)C1=CC=C(C)C=C1)O.C(CC)[SiH](OCCOC)C(C1=CC=CC=C1)O propyl-(hydroxybenzyl)methoxyethoxysilane (3R,4R)-tert-butyl-3-hydroxy-4-((tosyloxy)methyl)pyrrolidine-1-carboxylate